CC1(C(N=CN1)(C)C)C tetramethylimidazole